N-[(1R)-2-[(tert-butyldiphenylsilyl)oxy]-1-[1-(oxan-2-yloxy)cyclopropyl]ethyl]oxolan-3-amine [Si](C1=CC=CC=C1)(C1=CC=CC=C1)(C(C)(C)C)OC[C@H](C1(CC1)OC1OCCCC1)NC1COCC1